tert-butyl (3R,4R)-4-{[5-chloro-7-(3-methylbutan-2-yl)imidazo[4,3-f][1,2,4]triazin-2-yl]amino}-3-hydroxypiperidine-1-carboxylate ClC=1N=C(N2N=C(N=CC21)N[C@H]2[C@@H](CN(CC2)C(=O)OC(C)(C)C)O)C(C)C(C)C